methyl 1'-(3,5-dichloropyridine-2-carbonyl)-2-oxo-spiro[indoline-3,4'-piperidine]-5-carboxylate ClC=1C(=NC=C(C1)Cl)C(=O)N1CCC2(CC1)C(NC1=CC=C(C=C12)C(=O)OC)=O